NC1=CC=C(C=N1)CN1N=CC2=C(C=C(C=C12)NC(CC1=C(C=CC=C1)Cl)=O)S(N)(=O)=O N-(1-((6-aminopyridin-3-yl)methyl)-4-sulfamoyl-1H-indazol-6-yl)-2-(2-chlorophenyl)acetamide